((tert-butyl 4-(2,6-bis(benzyloxy) pyridin-3-yl) phenyl) amino) decanoate C(CCCCCCCCC)(=O)ONC1=C(C=C(C=C1)C=1C(=NC(=CC1)OCC1=CC=CC=C1)OCC1=CC=CC=C1)C(C)(C)C